3-(2-Amino-4-bromophenyl)-N,N-dimethylpropionamide NC1=C(C=CC(=C1)Br)CCC(=O)N(C)C